(4s,5r)-3-benzyl-5-methyl-2-carbonyloxazolidine-4-carbaldehyde C(C1=CC=CC=C1)N1C(O[C@@H]([C@H]1C=O)C)=C=O